(3-((1,4-dioxo-1,4-dihydronaphthalen-2-yl)amino)phenyl)-4,5-difluoro-2-nitrobenzamide O=C1C(=CC(C2=CC=CC=C12)=O)NC=1C=C(C=CC1)C=1C(=C(C(=O)N)C=C(C1F)F)[N+](=O)[O-]